tert-butoxybis(perchlorobenzyl)borane C(C)(C)(C)OB(C(C1=C(C(=C(C(=C1Cl)Cl)Cl)Cl)Cl)(Cl)Cl)C(C1=C(C(=C(C(=C1Cl)Cl)Cl)Cl)Cl)(Cl)Cl